4-(13-{4-[(tert-butoxy)carbonyl]piperazin-1-yl}-2,5,8,11-tetraoxatridecan-1-yl)-2-methoxybenzoic acid C(C)(C)(C)OC(=O)N1CCN(CC1)CCOCCOCCOCCOCC1=CC(=C(C(=O)O)C=C1)OC